(2-(aminomethyl)-1-(1-(cis-4-isopropylcyclohexyl)piperidin-4-yl)-1H-indol-3-yl)methanol NCC=1N(C2=CC=CC=C2C1CO)C1CCN(CC1)[C@@H]1CC[C@@H](CC1)C(C)C